(2S,4r)-1-((S)-2-amino-3,3-dimethylbutyryl)-4-hydroxy-N-(4-(4-methylthiazol-5-yl)benzyl)pyrrolidine-2-carboxamide, hydrochloride Cl.N[C@H](C(=O)N1[C@@H](C[C@H](C1)O)C(=O)NCC1=CC=C(C=C1)C1=C(N=CS1)C)C(C)(C)C